3-methyl-5-(4,4,5,5-tetramethyl-1,3,2-dioxaborolan-2-yl)pyrazolo[1,5-a]pyridine CC=1C=NN2C1C=C(C=C2)B2OC(C(O2)(C)C)(C)C